N=1C=NN2C1C=C(C=C2)OC2=C(C=C(N)C=C2)C 4-([1,2,4]triazolo[1,5-A]pyridin-7-yloxy)-3-methylaniline